ClC1=C(C=CC=C1)N(C(CN(C)CC1=NC(=C2C(=N1)N(N=C2)C2=CC=CC=C2)O)=O)C N-(2-chlorophenyl)-2-(((4-hydroxy-1-phenyl-1H-pyrazolo[3,4-d]pyrimidin-6-yl)methyl)(methyl)amino)-N-methylacetamide